(S)-(+)-2-(6-Methoxy-2-naphthyl)propionic acid C[C@@H](C1=CC2=C(C=C1)C=C(C=C2)OC)C(=O)O